5-(1-(1-methyl-1H-pyrazol-4-yl)pyridin-2-yl)-N4-(3-(trifluoromethyl)phenyl)pyrimidine-2,4-diamine CN1N=CC(=C1)N1C(C=CC=C1)C=1C(=NC(=NC1)N)NC1=CC(=CC=C1)C(F)(F)F